C[SiH2]OC(C)=O methylacetyloxysilane